ClCC(=O)N(C)CC(CNC(OC(C)(C)C)=O)(C)C tert-butyl (3-(2-chloro-N-methylacetamido)-2,2-dimethylpropyl)carbamate